C(C)(C)(C)[Si](C)(C)OCCCOC1=C(C=CC(=C1)F)N1N=CC=2C1=NC(=NC2Cl)Cl tert-butyl-[3-[2-(4,6-dichloropyrazolo[3,4-d]pyrimidin-1-yl)-5-fluoro-phenoxy]propoxy]-dimethyl-silane